acryloyl-amino-1,2,2,6,6-pentamethylpiperidin C(C=C)(=O)C1(C(N(C(CC1)(C)C)C)(C)C)N